B=1OC=C2C1C=CC=C2 2,1-benzoxaborole